7-benzyl-4-(4-ethylbenzyl)-6,7,8,9-tetrahydroimidazo[1,2-a]pyrido[3,4-e]pyrimidine-5(4H)-one C(C1=CC=CC=C1)N1CC=2C(N(C=3N(C2CC1)C=CN3)CC3=CC=C(C=C3)CC)=O